BrC1=C(C=CC(=C1)F)[C@@H]1N=C(NC(=C1CC(=O)OCC)CBr)C=1SC=CN1 (R)-ethyl 4-(2-bromo-4-fluoro phenyl)-6-(bromomethyl)-2-(thiazol-2-yl)-1,4-dihydropyrimidine-5-acetate